N1-(6-Chloro-1-(tetrahydro-2H-pyran-2-yl)-1H-pyrazolo[4,3-c]pyridin-3-yl)-N2,N2-dimethylethane-1,2-diamine ClC1=CC2=C(C=N1)C(=NN2C2OCCCC2)NCCN(C)C